6-isopropyl-10-methoxy-2-oxo-9-(thiazol-2-yl)-6,7-dihydro-2H-pyrido[2,1-a]phthalazine-3-carboxylic acid C(C)(C)N1N2C(C3=CC(=C(C=C3C1)C=1SC=CN1)OC)=CC(C(=C2)C(=O)O)=O